4-hydroxy-N-methyl-1-(3-methyl-2-(4-(oxazol-2-yl)-1H-1,2,3-triazol-1-yl)butanoyl)pyrrolidine-2-carboxamide OC1CC(N(C1)C(C(C(C)C)N1N=NC(=C1)C=1OC=CN1)=O)C(=O)NC